3-{[(isoquinolin-3-yl)amino]methyl}-2-azabicyclo[3.1.1]heptane-2-carboxylic acid tert-butyl ester C(C)(C)(C)OC(=O)N1C2CC(CC1CNC=1N=CC3=CC=CC=C3C1)C2